N[C@H]1[C@H](O[C@@H]([C@@H]([C@@H]1OCC1=CC=CC=C1)OCC1=CC=CC=C1)COCC1=CC=CC=C1)OCCOCCOCCOCCNC(OC(C)(C)C)=O tert-butyl (2-(2-(2-(2-(((2S,3R,4R,5R,6R)-3-amino-4,5-bis(benzyloxy)-6-((benzyloxy)methyl)tetrahydro-2H-pyran-2-yl)oxy)ethoxy)ethoxy)ethoxy)ethyl)carbamate